C(CCCCCCC\C=C/C\C=C/CCCCC)(=O)OCC1=CC(=CC(=C1)COC(CCC(CCCCC)OC(NCCN1CCCC1)=O)=O)COC(CCC(OCCCCCCCC)OCCCCCCCC)=O 3-(((4,4-bis(octyloxy)butanoyl)oxy)methyl)-5-(((4-(((2-(pyrrolidin-1-yl)ethyl)carbamoyl)oxy)nonanoyl)oxy)methyl)benzyl (9Z,12Z)-octadeca-9,12-dienoate